C(C1=CC=CC=C1)OC1CC2C(C2C1)C(=O)OCC (+/-)-Ethyl 3-(benzyloxy)bicyclo[3.1.0]hexane-6-carboxylate